C(C)(=O)NC1=C(C=CC=C1C)NC1=NC(=NC=C1Cl)NC=1C(=CC(=C(C1)NC(C=C)=O)N(C)CCN(C)C)OC N-(5-((4-((2-acetamido-3-methylphenyl)amino)-5-chloropyrimidin-2-yl)amino)-2-((2-(dimethylamino)ethyl)(methyl)amino)-4-methoxyphenyl)acrylamide